(+/-)-tert-butyl ((trans)-4-methoxypiperidin-3-yl)carbamate CO[C@H]1[C@@H](CNCC1)NC(OC(C)(C)C)=O |r|